N1N=NN=C1C1=CC=C(C=C1)NC(CCCN1C(S\C(\C1=O)=C/C1=CC=C(C=C1)CC)=O)=O (Z)-N-(4-(1H-tetrazol-5-yl)phenyl)-4-(5-(4-ethylbenzylidene)-2,4-dioxothiazolidin-3-yl)butanamide